Cl.NC12CC3(C[C@@H](C[C@H](C1)C3)C2)NC(CC(C)(C)C)=O N-((1s,3r,5R,7S)-3-aminoadamantan-1-yl)-3,3-dimethylbutanamide hydrochloride